CC1(OB(OC1(C)C)C=1C2CN(C(C1)CC2)C(=O)OC(C)(C)C)C tert-butyl 5-(4,4,5,5-tetramethyl-1,3,2-dioxaborolan-2-yl)-2-azabicyclo[2.2.2]oct-5-ene-2-carboxylate